[Cl-].C(CCCCCCC)OC(=O)OC(C(=O)OC1CC2CCC(C1)[N+]21CCCC1)(C1=CC=CC=C1)C1=CC=CC=C1 3-(2-(((octyloxy)carbonyl)oxy)-2,2-diphenylacetoxy)spiro[bicyclo[3.2.1]octane-8,1'-pyrrolidin]-8-ium chloride